(R,R)-1,2-bis(2,5-diisopropylphospholan-1-yl)benzene C(C)(C)C1P(C(CC1)C(C)C)C1=C(C=CC=C1)P1[C@H](CC[C@@H]1C(C)C)C(C)C